5-cyano-N-((1S)-1-cyclohexyl-2-((2-(methylcarbamoyl)-2-(6-oxo-5,7-diazaspiro[2.5]octan-5-yl)-2,3-dihydro-1H-inden-5-yl)amino)-2-oxoethyl)-1-methyl-1H-pyrrole-2-carboxamide C(#N)C1=CC=C(N1C)C(=O)N[C@H](C(=O)NC=1C=C2CC(CC2=CC1)(N1CC2(CC2)CNC1=O)C(NC)=O)C1CCCCC1